COC1=CC=C(C=C1)B(O)O 4-methoxy-phenylboronic acid